(5-((4-fluorophenyl)ethynyl)-2-((3R,5S)-3,4,5-trimethylpiperazin-1-yl)phenyl)-6-oxo-4-(trifluoromethyl)-1,6-dihydropyridine-3-carboxamide FC1=CC=C(C=C1)C#CC=1C=CC(=C(C1)N1C=C(C(=CC1=O)C(F)(F)F)C(=O)N)N1C[C@H](N([C@H](C1)C)C)C